CC1=NC(=NC=2N([C@H](C(N(C12)C)=O)C)C)N[C@@H]1C[C@H](C1)OC1=CC=C(C=C1)OC(F)(F)F (7S)-4,5,7,8-tetramethyl-2-((trans-3-(4-(trifluoromethoxy)phenoxy)-cyclobutyl)amino)-7,8-dihydropteridin-6(5H)-one